O1C(C=CC=C1)=O ortho-pyranone